CC1=NC2=CC=C(C=C2C(N1)=O)Br 2-methyl-6-bromoquinazolin-4(3H)-one